(1R,1'R)-1'-(4-(4-(dimethoxymethyl)piperidin-1-yl)phenyl)-3,3',4,4'-tetrahydro-1'H,2H-1,2'-spirobi[naphthalen]-6'-ol COC(C1CCN(CC1)C1=CC=C(C=C1)[C@H]1C2=CC=C(C=C2CC[C@]12CCCC1=CC=CC=C21)O)OC